NC1(COC1)C=1C=C(C=CC1)NC(=O)C=1C(=NC2=CC=CC=C2C1)N1CCC(CCC1)(F)F N-(3-(3-amino-oxetan-3-yl)phenyl)-2-(4,4-difluoroazepan-1-yl)quinoline-3-carboxamide